3-[[1,3-dihydroxy-2-(hydroxymethyl)propan-2-yl]amino]propan-1-sulfonic acid OCC(CO)(CO)NCCCS(=O)(=O)O